(3-(7-fluoro-4-isopropyl-2-(3-methyl-5-(trifluoromethyl)-1H-pyrazol-4-yl)quinolin-6-yl)-1-methyl-1H-1,2,4-triazol-5-yl)methanol FC1=C(C=C2C(=CC(=NC2=C1)C=1C(=NNC1C(F)(F)F)C)C(C)C)C1=NN(C(=N1)CO)C